C[C@@H](C=O)CC=C (2R)-METHYLPENT-4-ENAL